C(C)(C)(C)OC(=O)N1[C@H](CN(CC1)C1=C(C(=CC=C1)[N+](=O)[O-])F)C 1-tert-Butoxycarbonyl-(2S)-4-(2-fluoro-3-nitrophenyl)-2-methylpiperazine